NC(C(C(=O)O)(C)C)(N)N tri-amino-2,2-dimethyl-propanoic acid